((Z)-[6-chloro-5-(2,6-difluorophenyl)-3-methyl-7-(trifluoromethyl)-1,3-dihydro-1,4-benzodiazepin-2-ylidene]amino)propan-1-ol ClC1=C(C=CC2=C1C(=NC(/C(/N2)=N/C(CC)O)C)C2=C(C=CC=C2F)F)C(F)(F)F